C1(CCCC1)N1C(=CC2=C1N=C(N=C2)NC2=NC=C(C=C2)N2CCNCC2)C(=O)O 7-cyclopentyl-2-(5-piperazin-1-yl-pyridin-2-ylamino)-7H-pyrrolo[2,3-d]pyrimidine-6-carboxylic acid